C(C)(C)(C)OC(=O)C=1C=CC2=C(N(C(=N2)C=2N(C(C(=C(N2)C(=O)O)O)=O)C)C2CCC2)C1 2-{6-[(tert-butoxy)carbonyl]-1-cyclobutyl-1H-1,3-benzodiazol-2-yl}-5-hydroxy-1-methyl-6-oxo-1,6-dihydropyrimidine-4-carboxylic acid